C(C)(C)(C)OC(=O)NC1(CCN(CC1)C1=NC(=C(C(=N1)C(=O)O)C1=C(C(=CC=C1)Cl)Cl)C)C 2-(4-((Tert-Butoxycarbonyl)amino)-4-methylpiperidin-1-yl)-5-(2,3-dichlorophenyl)-6-methylpyrimidine-4-carboxylic acid